N-((1S,2S)-2-amino-1,2-diphenylethyl)-4-(trifluoromethyl)benzenesulfonamide N[C@H]([C@H](C1=CC=CC=C1)NS(=O)(=O)C1=CC=C(C=C1)C(F)(F)F)C1=CC=CC=C1